C1=CC(=CC2=NC3=C(C=CC(=C3)N)C=C21)N.Cl The molecule is a hydrochloride resulting from the reaction of equimolar amounts of 3,6-diaminoacridine and hydrogen chloride. It has a role as an antibacterial agent, an antiseptic drug, an intercalator and a carcinogenic agent. It contains a 3,6-diaminoacridine(1+).